C1(CCCCC1)OC1=CC=C(CN2C=CC3=C(C=CC(=C23)C(=O)NC2CC3(CCC3)C2)F)C=C1 (Sa)-6-(1-(4-(cyclohexyloxy)benzyl)-4-fluoro-1H-indole-7-carboxamido)spiro[3.3]heptane